4-fluoro-N-{[6-fluoro-5-(1-methylcyclopropyl)pyridin-2-yl](phenyl)methyl}-1-[2-(1-methyl-1H-indol-3-yl)acetyl]pyrrolidine-2-carboxamide FC1CC(N(C1)C(CC1=CN(C2=CC=CC=C12)C)=O)C(=O)NC(C1=CC=CC=C1)C1=NC(=C(C=C1)C1(CC1)C)F